ethyl 2-(4-(3-chloropropyl)piperazin-1-yl)acetate ClCCCN1CCN(CC1)CC(=O)OCC